cis-2-hexene-1,4-diol C(\C=C/C(CC)O)O